O=C1NC(CCC1N1C(N(C2=C1C=C(C(=C2)N2CCC(CC2)C2CCN(CC2)CC2CCN(CC2)C(=O)OC(C)(C)C)F)C)=O)=O tert-butyl 4-((1'-(1-(2,6-dioxopiperidin-3-yl)-6-fluoro-3-methyl-2-oxo-2,3-dihydro-1H-benzo[d]imidazol-5-yl)-[4,4'-bipiperidine]-1-yl)methyl)piperidine-1-carboxylate